Trans-tert-butyl-3-hydroxycyclobutyl carbamate C(N)(OC1(CC(C1)O)C(C)(C)C)=O